COC(COC1=NC2=CC=C(C=C2C=C1)C1=CC=C(C=C1)C(F)(F)F)OC 2-(2,2-dimethoxyethoxy)-6-(4-trifluoromethylphenyl)quinoline